3-methyl-N-(7-methyl-[1,2,4]triazolo[1,5-a]pyridin-6-yl)-1-(oxetan-3-ylmethyl)-1H-pyrazolo[3,4-d]pyrimidin-6-amine CC1=NN(C2=NC(=NC=C21)NC=2C(=CC=1N(C2)N=CN1)C)CC1COC1